F[C@H]1CN(CC[C@H]1NC(=O)C=1C=C(C=C2C(=CNC12)CC(F)(F)F)C#CCNC1=C(C=C(C=C1)S(=O)(=O)C)OC)C N-((3S,4R)-3-fluoro-1-methylpiperidin-4-yl)-5-(3-((2-methoxy-4-(methylsulfonyl)phenyl)amino)prop-1-yn-1-yl)-3-(2,2,2-trifluoroethyl)-1H-indole-7-carboxamide